C[N+](CCC1=CC=CC=C1)(CC)C N,N-dimethyl-N-ethyl-N-phenylethyl-ammonium